2,4-Dihydroxybenzoate OC1=C(C(=O)[O-])C=CC(=C1)O